2-(1-methyl-1H-indazol-5-yl)-7-(1,2,3,6-tetrahydropyridin-4-yl)-4H-pyrido[1,2-a]pyrimidin CN1N=CC2=CC(=CC=C12)C=1N=C2N(CC1)C=C(C=C2)C=2CCNCC2